4-bromothiazole-2-carboxylic acid BrC=1N=C(SC1)C(=O)O